C(C)OC(=O)C=1C(=C(NC1)C1=CC=C(C=C1)C(F)(F)F)C1=CC(=CC=C1)N(C(C)=O)C(C)=O (3-(N-Acetylacetamido)phenyl)-2-(4-(trifluoromethyl)phenyl)Azole-4-carboxylic acid ethyl ester